N-(1-methylpiperidin-4-yl)-5-(1,8-naphthyridin-3-yl)pyrrolo[2,1-f][1,2,4]triazin-2-amine CN1CCC(CC1)NC1=NN2C(C=N1)=C(C=C2)C=2C=NC1=NC=CC=C1C2